2-cyano-1-[4-(methanesulfonyl)-2-trifluoromethylphenyl]-3-(1-methylcyclopropyl)propane-1,3-dione C(#N)C(C(=O)C1=C(C=C(C=C1)S(=O)(=O)C)C(F)(F)F)C(=O)C1(CC1)C